[3-fluoro-5-(1,1,2,2,3,3,3-heptafluoropropyl)-2-pyridyl]-2-[1-(3-hydroxy-3-methyl-butyl)tetrazol-5-yl]sulfanyl-5-nitro-benzamide FC=1C(=NC=C(C1)C(C(C(F)(F)F)(F)F)(F)F)C=1C(=C(C(=O)N)C=C(C1)[N+](=O)[O-])SC1=NN=NN1CCC(C)(C)O